CC1=C(C=CC(=C1)C)S(=O)(=O)OC1CN(CCO1)C (4-methylmorpholin-2-yl) methyl-4-methylbenzenesulfonate